C(C)(C)(C)OC(=O)N1CC(CC1)(F)F 3,3-difluoropyrrolidine-1-carboxylic acid tert-butyl ester